O1COC2=C1C=CC(=C2)CNS(=O)(=O)C2=CC1=C(C=C2)OC(C=2N=CN(C21)CC)=O 1-ethyl-4-oxo-1,4-dihydro-chromeno[3,4-d]imidazole-8-sulfonic acid (benzo[1,3]dioxol-5-ylmethyl)-amide